C1(CC1)P(C(C)(C)C)C(C)(C)C Cyclopropyldi-Tert-Butylphosphine